(p-toluensulfonyl)-3-azabicyclo[3.1.0]hexane-6-carboxylic acid CC1=CC=C(C=C1)S(=O)(=O)C12CNCC2C1C(=O)O